ClC=1C=C(C=CC1)N1N=CC(=C1)S(=O)(=O)C1=CC=C(C=C1)CNC(=O)C=1C=C2C(=NC1)NN=C2 N-({4-[1-(3-chlorophenyl)-1H-pyrazole-4-sulfonyl]phenyl}methyl)-1H-pyrazolo[3,4-b]pyridine-5-carboxamide